5-bromo-N-((2r,3s)-3-fluoro-2-hydroxy-3-phenylpropyl)-N-methylnicotinamide BrC=1C=NC=C(C(=O)N(C)C[C@H]([C@H](C2=CC=CC=C2)F)O)C1